3-Ethyl-4-((2-(trimethylsilyl)ethoxy)methoxy)benzaldehyde C(C)C=1C=C(C=O)C=CC1OCOCC[Si](C)(C)C